(5S)-2-[(6-Chloropyridin-2-yl)methyl]-3-oxo-2,3,5,6,7,8-hexahydro[1,2,4]triazolo[4,3-a]pyridin ClC1=CC=CC(=N1)CN1N=C2N(CCCC2)C1=O